NC=1SC(=CN1)N1CC(N(CC1)C(=O)OC(C)(C)C)(C)C tert-butyl 4-(2-aminothiazol-5-yl)-2,2-dimethyl-piperazine-1-carboxylate